O=C1N(C(C2=CC=CC=C12)=O)CC1=C2C=CN(C2=C(C=C1OC)C)C(=O)OC(C)(C)C tert-butyl 4-((1,3-dioxoisoindolin-2-yl)methyl)-5-methoxy-7-methyl-1H-indole-1-carboxylate